C1(CC1)CN1C[C@@H](CCC1)N1C(NC2=C1C=C(C(=C2)C=2C=C(C=1N(C2)N=CN1)OC)C)=O (R)-1-(1-(cyclopropylmethyl)piperidin-3-yl)-5-(8-methoxy-[1,2,4]triazolo[1,5-a]pyridin-6-yl)-6-methyl-1,3-dihydro-2H-benzo[d]imidazol-2-one